1-(3-chloro-5-fluorophenyl)-5,5-difluoro-3-(thiophen-3-yl)-4,5,6,7-tetrahydro-1H-indol-4-ol ClC=1C=C(C=C(C1)F)N1C=C(C=2C(C(CCC12)(F)F)O)C1=CSC=C1